O1N=C(C2=C1C=CC=C2)COC=2C=CC(=C1CCN([C@@H](C21)CN2C(CCC2)=O)C(=O)[C@H]2[C@H](CCCC2)C(=O)O)Cl (1S,2R)-2-((S)-8-(Benzo[d]isoxazol-3-ylmethoxy)-5-chloro-1-((2-oxopyrrolidin-1-yl)methyl)-1,2,3,4-tetrahydro-isoquinoline-2-carbonyl)cyclohexane-1-carboxylic acid